Methyl (S)-3-aminotetrahydrofuran-3-carboxylate N[C@@]1(COCC1)C(=O)OC